NC(=NC(=O)C1=CC2=C(N(C(C1)=O)CC1=CC=C(C=C1)OC)C=C(C=C2)Br)C2CC2 N-(amino(cyclopropyl)methylene)-8-bromo-1-(4-methoxybenzyl)-2-oxo-2,3-dihydro-1H-benzo[b]azepine-4-carboxamide